C1(CC1)N1C(N(CC2=C1C1=C(N=C2)NC(=C1)CN1CCN(CC1)C)C1=C(C(=CC(=C1F)OC)OC)F)=O 1-cyclopropyl-3-(2,6-difluoro-3,5-dimethoxyphenyl)-8-[(4-methylpiperazin-1-yl)methyl]-1,3,4,7-tetrahydro-2H-pyrrolo[3',2':5,6]pyrido[4,3-d]pyrimidin-2-one